2-fluoro-5-(pentafluoro-λ6-sulfanyl)pyridine FC1=NC=C(C=C1)S(F)(F)(F)(F)F